tert-butyl (2S,6R)-4-[6-[5-[tert-butoxycarbonyl(methyl)amino]pyrazolo[1,5-a]pyridin-3-yl]-2-pyridyl]-2,6-dimethyl-piperazine-1-carboxylate C(C)(C)(C)OC(=O)N(C1=CC=2N(C=C1)N=CC2C2=CC=CC(=N2)N2C[C@@H](N([C@@H](C2)C)C(=O)OC(C)(C)C)C)C